N-((2R,3S)-1-(5-(hydroxymethyl)thiazol-2-yl)-2-((((CIS)-4-phenylcyclohexyl)oxy)methyl)pyrrolidin-3-yl)methanesulfonamide butyl-2,2'-((4-cyano-2-fluorobenzyl)azanediyl)diacetate C(CCC)OC(CN(CC(=O)O)CC1=C(C=C(C=C1)C#N)F)=O.OCC1=CN=C(S1)N1[C@H]([C@H](CC1)NS(=O)(=O)C)CO[C@@H]1CC[C@@H](CC1)C1=CC=CC=C1